N-[1-[2-chloro-4-[[3-[1-(cyanomethyl)-3-(trifluoromethyl)pyrazol-4-yl]imidazo[1,2-a]pyrazin-8-yl]amino]benzoyl]azetidin-3-yl]piperidine-4-carboxamide ClC1=C(C(=O)N2CC(C2)NC(=O)C2CCNCC2)C=CC(=C1)NC=1C=2N(C=CN1)C(=CN2)C=2C(=NN(C2)CC#N)C(F)(F)F